C[C@@H]1N(CC1)C1=NC=C(C=N1)[N+](=O)[O-] (S)-2-(2-methylazetidin-1-yl)-5-nitropyrimidine